C[NH2+]CCC1=CC=C(C=C1)O The molecule is the conjugate acid of N-methyltyramine; major species at pH 7.3. It has a role as a human metabolite. It is an ammonium ion derivative and an organic cation. It is a conjugate acid of a N-methyltyramine.